N,4,6-trivinyl-borazine C(=C)N1BNB(NB1C=C)C=C